tert-butyl 2-[6-[2-cyano-6-fluoro-3-(isopropylsulfonylamino)phenoxy]-4-oxo-quinazolin-3-yl]-7-azaspiro[3.5]nonane-7-carboxylate C(#N)C1=C(OC=2C=C3C(N(C=NC3=CC2)C2CC3(C2)CCN(CC3)C(=O)OC(C)(C)C)=O)C(=CC=C1NS(=O)(=O)C(C)C)F